6-(fluoromethyl)-3-azabicyclo[3.1.0]hexane-3-carboxylate FCC1C2CN(CC12)C(=O)[O-]